heptadecafluorodecyl-trifluorosilane FC(C(C(C(C(C(C(F)(F)[Si](F)(F)F)(F)F)(F)F)(F)F)(F)F)(F)F)(CCC(F)(F)F)F